C1(CC1)C1=CC=C(C(=N1)NC=1C=C2C=NNC2=CC1)N 6-Cyclopropyl-N2-(1H-indazol-5-yl)pyridine-2,3-diamine